ONC(=O)C1=CC2=C(OCCN2CC2=CC(=C(C=C2)OC)S(=O)(=O)C)C=C1 N-hydroxy-4-(4-methoxy-3-(methylsulfonyl)benzyl)-3,4-dihydro-2H-benzo[b][1,4]oxazine-6-carboxamide